FC=1C=C(C=CC1[Si](C)(C)C)NC(C(C=1C=C2C=NN(C2=CC1)C)NC(=O)[C@@H]1CNC(C1)=O)=O (3s)-N-(2-((3-fluoro-4-(trimethylsilyl)phenyl)amino)-1-(1-methyl-1H-indazol-5-yl)-2-oxoethyl)-5-oxopyrrolidine-3-carboxamide